O1CCN(CC1)C=1C=NC(=NC1)OCC 2-((5-morpholinopyrimidin-2-yl)oxy)ethan